C1(=CC=CC=C1)[C@H]1N(CC[C@@H](C1)N(C(C(F)(F)F)=O)C1(CC1)C)C(=O)OC(C)(C)C tert-butyl (2S,4S)-2-phenyl-4-(2,2,2-trifluoro-N-(1-methylcyclopropyl)acetamido)piperidine-1-carboxylate